Methylsyringat COC(C1=CC(OC)=C(O)C(OC)=C1)=O